C1(CC1)S(=O)(=O)N1CCC(CC1)NC1=NC=C(C(=N1)C=1C=C2C(=CC=NC2=C(C1)F)C(C)NC(OCCCC)=O)F butyl (1-(6-(2-((1-(cyclopropylsulfonyl)piperidin-4-yl)amino)-5-fluoropyrimidin-4-yl)-8-fluoroquinolin-4-yl)ethyl)carbamate